9-amino-10-(3-methoxy-2,6-dimethylphenyl)-5-methylpyrrolo[1,2-a][1,2,4]triazolo[5,1-c]pyrazine-8-carboxamide NC=1C(=C2N(C=C(N3C2=NC=N3)C)C1C(=O)N)C1=C(C(=CC=C1C)OC)C